F[C@@H]1C[C@@]2(CCCN2C1)COC1=NC2=C(C(=CC=C2C(=N1)N1CCC(CC1)P(=O)(C)C)C1=CC(=CC2=CC=C(C(=C12)C#C)F)O)F 4-(2-{[(2R,7aS)-2-fluoro-hexahydro-1H-pyrrolizin-7a-yl]methoxy}-4-[4-(dimethylphosphoryl)piperidin-1-yl]-8-fluoroquinazolin-7-yl)-5-ethynyl-6-fluoronaphthalen-2-ol